2,4-dimethylphenylthiourea CC1=C(C=CC(=C1)C)NC(=S)N